N[C@@H](CC1=CC(I)=C(C(I)=C1)OC1=CC(I)=C(C(I)=C1)O)C(=O)O anti-L-thyroxine